C(#N)C1=C(OC=2C=C3C(N(C=NC3=CC2)C=2C=CC(=NC2)N2CCN(CC2)C(=O)OC(C)(C)C)=O)C(=CC=C1NS(N(C)CC)(=O)=O)F tert-butyl 4-[5-[6-[2-cyano-3-[[ethyl(methyl)sulfamoyl]amino]-6-fluoro-phenoxy]-4-oxo-quinazolin-3-yl]-2-pyridyl]piperazine-1-carboxylate